N-(2-cyanoethyl)-N-methyl-N-cyclohexyl-amine C(#N)CCN(C1CCCCC1)C